C1[C@H]([C@@H]([C@H]([C@@H](O1)O)O)O)O[C@H]2[C@@H]([C@H]([C@@H]([C@H](O2)CO)O)O)O The molecule is a glycosylxylose consisting of beta-D-glucopyranose and beta-D-xylopyranose residues joined in sequence by a (1->4) glycosidic bond. It derives from a beta-D-glucose and a beta-D-xylose.